NC1=NC=2C=CC(=CC2C2=C1[C@H](OC2)C)C(=O)N(CC2=NC=C(C=C2)C(F)(F)F)[C@H]2[C@H](C2)OCC (3R)-4-amino-N-((1R,2S)-2-ethoxycyclopropyl)-3-methyl-N-((5-(trifluoromethyl)-2-pyridinyl)methyl)-1,3-dihydrofuro[3,4-c]quinoline-8-carboxamide